OC1=C(C=C(C=C1)C(C)(C)CC(C)(C)C)N1N=C2C(=N1)C=CC=C2 2-(2-hydroxy-5-tert-octylphenyl)-benzotriazole